distearyltin bis(methylmaleate) C/C(/C(=O)[O-])=C/C(=O)[O-].C/C(/C(=O)[O-])=C/C(=O)[O-].C(CCCCCCCCCCCCCCCCC)[Sn+4]CCCCCCCCCCCCCCCCCC